N-(6-(difluoromethyl)pyridin-3-yl)-6-(1H-imidazol-1-yl)-4-methoxypicolinamide FC(C1=CC=C(C=N1)NC(C1=NC(=CC(=C1)OC)N1C=NC=C1)=O)F